tolylphenanthroline CC1=CC=CC=C1C2=NC3=C(C=CC4=C3N=CC=C4)C=C2